3-(cyclopropylmethyl)-N-(2-oxo-3,4-dihydro-1H-quinolin-6-yl)pyridine-4-carboxamide C1(CC1)CC=1C=NC=CC1C(=O)NC=1C=C2CCC(NC2=CC1)=O